ClC=1C=NC(=NC1)NC1=CC(=C(N)C=C1OC1=CC=C(C=C1)F)[N+](=O)[O-] 4-(5-chloropyrimidin-2-ylamino)-5-(4-fluorophenoxy)-2-nitroaniline